ClC1=NC2=NC=CC=C2C=C1C 2-chloro-3-methyl-1,8-naphthyridine